CS(=O)(=O)C=1N=CNC1 4-(methylsulfonyl)-1H-imidazole